5-(2-cyclopropyl-7-methoxybenzofuran-4-yl)benzo[d]oxazol-2(3H)-one C1(CC1)C=1OC2=C(C1)C(=CC=C2OC)C=2C=CC1=C(NC(O1)=O)C2